N1=CSC2=NC(=CC=C21)C(=O)O [1,3]thiazolo[5,4-b]pyridine-5-carboxylic acid